C(C)(C)(C)N(C(O)=O)C1=NN(C=C1CC1=C(C=CC=C1)C#N)C.C1CCC2=C(C=CC=C12)[C@@H]1CCC=2C(=NC=NC2C1)N1CCN(CC1)C(C=C)=O 1-[4-[(7R)-7-indan-4-yl-5,6,7,8-tetrahydroquinazolin-4-yl]piperazin-1-yl]prop-2-en-1-one tert-butyl-(4-(2-cyanobenzyl)-1-methyl-1H-pyrazol-3-yl)carbamate